FC(C1(CCN(CC1)C[C@H](C)[C@H]1CC[C@H]2\C(\CCC[C@]12C)=C\C=C\1/C([C@H](C[C@@H](C1)O)O)=C)O)F (1R,3S,Z)-5-(2-((1R,3aS,7aR,E)-1-((R)-1-(4-(difluoromethyl)-4-hydroxypiperidin-1-yl)propan-2-yl)-7a-methyloctahydro-4H-inden-4-ylidene)ethylidene)-4-methylenecyclohexane-1,3-diol